perfluoro-octyl acrylate C(C=C)(=O)OC(C(C(C(C(C(C(C(F)(F)F)(F)F)(F)F)(F)F)(F)F)(F)F)(F)F)(F)F